ClC1=C(C=C(C=C1)N1CC(C1)C(=O)NCCC(C)(C)O)C=1N=C2N(C=CC=C2)C1C 1-(4-chloro-3-(3-methylimidazo[1,2-a]pyridin-2-yl)phenyl)-N-(3-hydroxy-3-methylbutyl)azetidine-3-carboxamide